CCCCCCCCCCCCCCCCCCCCCCC(C(=O)N[C@@H](COP(=O)([O-])O[C@@H]1[C@@H]([C@@H]([C@H]([C@@H]([C@H]1O[C@H]2[C@H]([C@H]([C@@H]([C@H](O2)COP(=O)([O-])OC3[C@@H]([C@H](C([C@H]([C@H]3O)O)O)O)O)O)O)O)O)O)O)O)[C@@H](C(CCCCCCCCCCCCCC)O)O)O The molecule is an inositol phosphomannosylinositol phosphophytoceramide(2-) having a tetracosanoyl group attached to the ceramide nitrogen, hydroxylation at C-4 of the long-chain base, and hydroxylation at C-2 of the very-long-chain fatty acid. Major species at pH 7.3. It is a conjugate base of an Ins-1-P-6-Man-beta1-2-Ins-1-P-Cer(t18:0/2-OH-24:0).